3-((1-acryloylpiperidin-3-yl)amino)-N-((S)-2-(dimethylamino)-1-phenylethyl)-6,6-dimethyl-4,6-dihydropyrrolo[3,4-c]pyrazole-5(1H)-carboxamide C(C=C)(=O)N1CC(CCC1)NC=1C2=C(NN1)C(N(C2)C(=O)N[C@H](CN(C)C)C2=CC=CC=C2)(C)C